N-[(4-chlorophenyl)methyl]-2-(4-METHYLPIPERIDIN-1-yl)-1,3-benzothiazole-6-carboxamide ClC1=CC=C(C=C1)CNC(=O)C1=CC2=C(N=C(S2)N2CCC(CC2)C)C=C1